C(C=C)(=O)N1CCN(CC1)C1=NC(N2C3=C(C=C(C=C13)C(F)(F)F)S(C[C@H](C2)OC)C2=CC(=C(C=C2)F)Cl)=O (S)-8-(4-acryloylpiperazin-1-yl)-l-1-(3-chloro-4-fluorophenyl)-3-methoxy-10-(trifluoromethyl)-3,4-dihydro-2H,6H-[1,4]thiazepino[2,3,4-ij]quinazolin-6-one